ClC=1C=CC=2N(N1)C(=CN2)C2=CC=C(OC[C@@H](C)NC(OC(C)(C)C)=O)C=C2 tert-Butyl {(2R)-1-[4-(6-chloroimidazo[1,2-b]pyridazin-3-yl)phenoxy]propan-2-yl}carbamate